(R)-4-(3-(3-aminopiperidine-1-carbonyl)-1-(2-chloro-4-(pyrrolidin-1-yl)phenyl)-1H-pyrazol-5-yl)-2-fluorobenzonitrile N[C@H]1CN(CCC1)C(=O)C1=NN(C(=C1)C1=CC(=C(C#N)C=C1)F)C1=C(C=C(C=C1)N1CCCC1)Cl